(S)-5-((1,4-dioxane-2-yl)methoxy)-1,3,4-thiadiazol-2-amine O1[C@@H](COCC1)COC1=NN=C(S1)N